CSC1=C(C=C2C=CC=NC2=C1)B(O)O (7-(methylthio)quinolin-6-yl)boronic acid